(5'S,7a'R)-1-(3-chloro-benzene-1-carbonyl)-5'-(3,5-difluoro-phenyl)tetrahydro-3'H-spiro[piperidine-4,2'-pyrrolo[2,1-b][1,3]oxazol]-3'-one ClC=1C=C(C=CC1)C(=O)N1CCC2(C(N3[C@H](O2)CC[C@H]3C3=CC(=CC(=C3)F)F)=O)CC1